(R)-4-(5-(5-fluoro-2-methoxy-3-methylpyridin-4-yl)-1H-pyrazole-3-carbonyl)-N-((1R,4R)-4-hydroxy-4-(trifluoromethyl)cyclohexyl)-4-azaspiro[2.5]octane-7-carboxamide FC=1C(=C(C(=NC1)OC)C)C1=CC(=NN1)C(=O)N1C2(CC2)C[C@@H](CC1)C(=O)NC1CCC(CC1)(C(F)(F)F)O